C(C1=CC=CC=C1)C1(C(C(=C(C(=C1)Br)F)Br)N)NC 1-benzyl-3,5-dibromo-4-fluoro-N1-Methylbenzene-1,2-diamine